2-amino-3-methyl-N-[4-(2-phenylethynyl)phenyl]butanamide NC(C(=O)NC1=CC=C(C=C1)C#CC1=CC=CC=C1)C(C)C